C(C)(C)(C)OC(=O)N1[C@@H](CCC1)[C@H](C)O (2S)-2-[(1S)-1-hydroxyethyl]pyrrolidine-1-carboxylic acid tert-butyl ester